The molecule is a beta-D-glucoside having a beta-D-apiosyl residue at the 2-position and a 5,4'-dihydroxyflavon-7-yl moiety at the anomeric position. It has a role as an EC 3.2.1.18 (exo-alpha-sialidase) inhibitor and a plant metabolite. It is a beta-D-glucoside, a dihydroxyflavone and a glycosyloxyflavone. It derives from an apigenin. It is a conjugate acid of an apiin(1-). C1[C@@]([C@H]([C@@H](O1)O[C@@H]2[C@H]([C@@H]([C@H](O[C@H]2OC3=CC(=C4C(=C3)OC(=CC4=O)C5=CC=C(C=C5)O)O)CO)O)O)O)(CO)O